C12(C(CC(CC1)C2(C)C)C=CC2=CC=CC=C2)C bornylstyrene